cis-3-((tert-butoxycarbonyl)amino)cyclobutane-1-carboxylic acid C(C)(C)(C)OC(=O)N[C@H]1C[C@H](C1)C(=O)O